BrC=1C=C(OC2=CC=3N(C4=CC=CC=C4C3C=C2)C2=NC=CC(=C2)C(C)(C)C)C=C(C1)C(C)(C)C 2-(3-bromo-5-(t-butyl)phenoxy)-9-(4-(t-butyl)pyridine-2-yl)-9H-carbazole